NCC1=CC(=C(C=C1)NC(=O)C1=CC2=C(OCCC3=C2SC=C3)C=C1C=1C(=NC(=CC1)C(NCCC)=O)C(=O)OC)OCC(CC)CC methyl 3-(9-((4-(aminomethyl)-2-(2-ethylbutoxy)phenyl)carbamoyl)-4,5-dihydrobenzo[b]thieno[2,3-d]oxepin-8-yl)-6-(propylcarbamoyl)picolinate